FC(C=1C=C(C(=C2C=CNC12)CN1[C@H](C[C@@H](CC1)OCC)C1=CC=C(C(=O)O)C=C1)OC)F 4-((2r,4r)-1-((7-(difluoromethyl)-5-methoxy-1H-indol-4-yl)methyl)-4-ethoxypiperidin-2-yl)benzoic acid